Bis(trifluoromethane)sulfonimide lithium salt [Li+].[N-](S(=O)(=O)C(F)(F)F)S(=O)(=O)C(F)(F)F